3-((8-chloro-1-(2,6-dichloro-4-fluorophenyl)-2-methyl-4-oxo-1,4-dihydro-1,6-naphthyridin-5-yl)oxy)-N-methylpropanamide ClC=1C=NC(=C2C(C=C(N(C12)C1=C(C=C(C=C1Cl)F)Cl)C)=O)OCCC(=O)NC